N,N,N-trimethyl-benzyl-ammonium bromide [Br-].C[N+](C)(C)CC1=CC=CC=C1